2'-chloro-6'-fluoro-5-(trifluoromethyl)-[1,1'-biphenyl]-2-carboxylic acid ClC1=C(C(=CC=C1)F)C=1C(=CC=C(C1)C(F)(F)F)C(=O)O